(S)-N-(3-chloro-5-fluorobenzyl)-3-hydroxy-2-oxo-1-(2'-oxospiro[cyclopropane-1,3'-indoline]-5'-yl)pyrrolidine-3-carboxamide ClC=1C=C(CNC(=O)[C@@]2(C(N(CC2)C=2C=C3C4(C(NC3=CC2)=O)CC4)=O)O)C=C(C1)F